C(C)(C)(C)C=1C=C(C=C(C1O)C(C)(C)C)CCCOP1OC2=C(C3=C(O1)C(=CC(=C3)C(C)(C)C)C(C)(C)C)C=C(C=C2C(C)(C)C)C(C)(C)C 6-[3-(3,5-di-t-butyl-4-hydroxyphenyl)propoxy]-2,4,8,10-tetrakis-t-butyldibenzo[d,f][1,3,2]dioxaphosphepine